butyl 2-(6-(tert-butyldimethylsilyloxy)-3-iodo-1H-indazol-1-yl)acetate [Si](C)(C)(C(C)(C)C)OC1=CC=C2C(=NN(C2=C1)CC(=O)OCCCC)I